C1(CC1)C1(C(N(CC1C=O)CC1=CC=C(C=C1)OC)=O)C#N 3-cyclopropyl-4-formyl-1-(4-methoxybenzyl)-2-oxopyrrolidine-3-carbonitrile